N-(3-(11H-benzo[a]carbazol-11-yl)-2-bromophenyl)-N-(naphthalen-2-yl)naphthalen-2-amine C1=CC=CC=2C1=C1N(C3=CC=CC=C3C1=CC2)C=2C(=C(C=CC2)N(C2=CC1=CC=CC=C1C=C2)C2=CC1=CC=CC=C1C=C2)Br